(S)-quinuclidin-3-yl (6-methoxy-5-(3-methoxyphenyl)-2,2-dimethyl-2,3-dihydro-1H-inden-1-yl)carbamat COC1=C(C=C2CC(C(C2=C1)NC(O[C@@H]1CN2CCC1CC2)=O)(C)C)C2=CC(=CC=C2)OC